OCC1=C(C=NN1C)N(C(C)=O)CC1=CC=C2C=CC(=NC2=C1)NC(OC(C)(C)C)=O tert-Butyl N-[7-({N-[5-(hydroxymethyl)-1-methyl-1H-pyrazol-4-yl]acetamido}methyl)quinolin-2-yl]carbamate